8-bromo-4-chloro-1-methyl-2-oxo-quinoline-3-carbonitrile BrC=1C=CC=C2C(=C(C(N(C12)C)=O)C#N)Cl